quinazolin-2,4-diamine N1=C(N=C(C2=CC=CC=C12)N)N